5-isocyano-1-(oxetan-2-ylmethyl)-1H-benzo[d]imidazole [N+](#[C-])C1=CC2=C(N(C=N2)CC2OCC2)C=C1